FC(OC1=CC=C(C=C1)C(C(F)(F)F)NS(=O)C(C)(C)C)F N-((-)-1-(4-(difluoromethoxy)phenyl)-2,2,2-trifluoroethyl)-2-methylpropane-2-sulfinamide